FC(C1COC(CO1)C(F)(F)F)(F)F 2,5-bis(trifluoromethyl)-3,6-dioxan